magnesium sulphate dihydrate O.O.S(=O)(=O)([O-])[O-].[Mg+2]